7-Bromo-2-cyclopropylpyrazolo[1,5-d][1,2,4]triazin-4-ol BrC1=NN=C(C=2N1N=C(C2)C2CC2)O